5-methyl-hexahydropyrrolo[3,4-c]pyrrol-2(1H)-yl-quinazolin-4-amine CN1CC2C(C1)CN(C2)C2=NC1=CC=CC=C1C(=N2)N